[N+](=O)([O-])C(=C1NC(C(N1)=O)=O)[N+](=O)[O-] 2-(dinitromethylene)-4,5-imidazolidinedione